2,4-Bis[1,3,3-trimethyl-2-indolinylidenemethyl]cyclobutenediylium CN1C(C(C2=CC=CC=C12)(C)C)=C[C+]1[C+]=C(C1)C=C1N(C2=CC=CC=C2C1(C)C)C